FC1=CC(=C(OC=2N=NC(=CC2C(=O)O)C(F)(F)F)C=C1)OC 3-(4-fluoro-2-methoxyphenoxy)-6-(trifluoromethyl)pyridazine-4-carboxylic acid